Amino-2-propanol CC(CN)O